BrC1=CC=C(N=N1)N(C1CC2CCC(C1)N2C(=O)OC(C)(C)C)C tert-Butyl 3-[(6-bromopyridazin-3-yl)-methyl-amino]-8-azabicyclo[3.2.1]octane-8-carboxylate